2,7-dibromo-10H-phenothiazine BrC1=CC=2NC3=CC=C(C=C3SC2C=C1)Br